(4S)-1-methyl-4-{[(R)-2-methylpropane-2-sulfinyl]amino}-4,6-dihydro-1H-spiro[cyclopenta[c]pyrazole-5,4'-piperidine] CN1N=CC2=C1CC1(CCNCC1)[C@@H]2N[S@](=O)C(C)(C)C